O=C1NCCC2N1CCN(C2)C(=O)N 6-oxo-3,4,7,8,9,9a-hexahydro-1H-pyrazino[1,2-c]pyrimidine-2-carboxamide